2-(6-(methyl(2,2,6,6-tetramethylpiperidin-4-yl)amino)pyridazin-3-yl)-5-(pyrimidin-5-yl)phenol CN(C1=CC=C(N=N1)C1=C(C=C(C=C1)C=1C=NC=NC1)O)C1CC(NC(C1)(C)C)(C)C